3-(4-bromo-3-fluorophenyl)-3-hydroxycyclobutane-1-carboxylic acid tert-butyl ester C(C)(C)(C)OC(=O)C1CC(C1)(O)C1=CC(=C(C=C1)Br)F